Butane-1,2,3,4-tetrayl tetrakis(3-oxobutanoate) O=C(CC(=O)OCC(C(COC(CC(C)=O)=O)OC(CC(C)=O)=O)OC(CC(C)=O)=O)C